CC(CC(C[C@H]1CC(N(C1)C(=O)OC(C)(C)C)(C)C)=C)(C)C tert-butyl (4S)-4-(4,4-dimethyl-2-methylene-pentyl)-2,2-dimethyl-pyrrolidine-1-carboxylate